COC(C1=CC(=C(C=C1)N1CCN(CC1)C(C1=CC=C(C=C1)F)C1=CC=C(C=C1)F)NC(=O)NC1=CC=CC=C1)=O 4-[4-[bis(4-fluorophenyl)methyl]-1-piperazin-yl]-3-[[(phenylamino)carbonyl]amino]-benzoic acid methyl ester